4-(difluoromethoxy)-2-fluoro-1-isothiocyanatobenzene FC(OC1=CC(=C(C=C1)N=C=S)F)F